C1(CC1)C(=O)NC=1OC=C(N1)C(=O)NC1=CC(=CC=C1)NS(=O)(=O)C 2-(cyclopropanecarboxamido)-N-(3-(methylsulfonamido)phenyl)oxazole-4-carboxamide